2,5-dimethyl-4-hexanone CC(C)CC(C(C)C)=O